FC(C1(CC(C1)C=1C=CC=C2C=NC(=NC12)NC1CCN(CC1)S(=O)(=O)C)O)F 1-(difluoromethyl)-3-(2-((1-(methylsulfonyl)piperidin-4-yl)amino)quinazolin-8-yl)cyclobutan-1-ol